ClC1=C(C=CC=C1C1=CC=C(C(=N1)OC)CN(CC)C)C1=C(C(=CC=C1)C=1C=CC=2N(N1)C=C(N2)CN(C)CCO)Cl 2-(((6-(2,2'-dichloro-3'-(2-(((2-hydroxyethyl)(methyl)amino)methyl)imidazo[1,2-b]pyridazin-6-yl)-[1,1'-biphenyl]-3-yl)-2-methoxypyridin-3-yl)methyl)(methyl)amino)ethan